amino-pyrrolidine NN1CCCC1